N-(2-(2,6-dioxo-piperidin-3-yl)-1-oxoisoindolin-5-yl)-3-methoxy-benzenesulfonamide O=C1NC(CCC1N1C(C2=CC=C(C=C2C1)NS(=O)(=O)C1=CC(=CC=C1)OC)=O)=O